Cl.C1(CC1)NC=1C2=C(N=C(N1)C)CNC2 N-cyclopropyl-2-methyl-6,7-dihydro-5H-pyrrolo[3,4-d]pyrimidin-4-amine hydrochloride